(3bS,4aS)-ethyl 3b,4,4a,5-tetrahydro-1H-cyclopropa[3,4]cyclopenta[1,2-c]pyrazole-3-carboxylate N1N=C(C2=C1C[C@H]1[C@@H]2C1)C(=O)OCC